The molecule is a biphenylyltetrazole where a 1,1'-biphenyl group is attached at the 5-position and has an additional trisubstituted imidazol-1-ylmethyl group at the 4'-position It has a role as an antihypertensive agent, an angiotensin receptor antagonist, an endothelin receptor antagonist and an anti-arrhythmia drug. It is a biphenylyltetrazole and a member of imidazoles. It is a conjugate acid of a losartan(1-). CCCCC1=NC(=C(N1CC2=CC=C(C=C2)C3=CC=CC=C3C4=NNN=N4)CO)Cl